5-(3-(ethylsulfonyl)-5-(1-methyl-3-(trifluoromethyl)-1H-pyrazol-5-yl)pyridin-2-yl)-2-(trifluoromethyl)-[1,2,4]triazolo[1,5-a]pyrimidine C(C)S(=O)(=O)C=1C(=NC=C(C1)C1=CC(=NN1C)C(F)(F)F)C1=NC=2N(C=C1)N=C(N2)C(F)(F)F